ClC1=C(C(=O)N2COC3=C(C2)C=CC=C3C3=CC(=C(C(=O)O)C=C3F)N3C2COCC3CC2)C(=CC(=C1)N1CC2(C1)CC(C2)C#N)Cl 4-[3-[2,6-Dichloro-4-(6-cyano-2-azaspiro[3.3]heptan-2-yl)benzoyl]-2,4-dihydro-1,3-benzoxazin-8-yl]-5-fluoro-2-(3-oxa-8-azabicyclo[3.2.1]octan-8-yl)benzoic acid